CC1(C(NC2=C(O1)C=CC(=C2)C2=CC=C(C=C2)S(=O)(=O)N2CCC(CC2)NC2=NC=C(C=C2)C(F)(F)F)=O)C 2,2-dimethyl-6-(4-((4-((5-(trifluoromethyl)pyridin-2-yl)amino)piperidin-1-yl)sulfonyl)phenyl)-2H-benzo[b][1,4]oxazin-3(4H)-one